NC[C@@]1([C@@H]2CCN(C[C@H]12)C1=CN=C2C(=N1)NN=C2C2=C(C=C(C=C2)C2=NOC(=N2)O)Cl)C2=C(C=CC=C2)F 3-(4-(6-((1S,6R,7R)-7-(aminomethyl)-7-(2-fluorophenyl)-3-azabicyclo[4.1.0]heptan-3-yl)-1H-pyrazolo[3,4-b]pyrazin-3-yl)-3-chlorophenyl)-1,2,4-oxadiazol-5-ol